FC=1C=C(C=CC1)NCC=1C=CC(=C(C1)NC(=O)C1NC(CC1)=O)OC N-(5-(((3-Fluorophenyl)amino)methyl)-2-methoxyphenyl)-5-oxopyrrolidine-2-carboxamide